N1=CC(=CC=C1)N1C(N(C=NC1=O)CC1=C(C=C(C(=C1)F)F)F)=O 3-(pyridin-3-yl)-1-(2,4,5-trifluorobenzyl)-1,3,5-Triazine-2,4(1H,3H)-dione